CN1C[C@H]2[C@H](OCCN2C2=C(C=C(N=N2)C2=C(C=CC=C2CC)O)C)CC1 2-[6-[(4aS,8aR)-6-methyl-3,4a,5,7,8,8a-hexahydro-2H-pyrido[4,3-b][1,4]oxazin-4-yl]-5-methyl-pyridazin-3-yl]-3-ethyl-phenol